diethanol ammonium iodide [I-].[NH4+].C(C)O.C(C)O